N1C=C(C2=CC=CC=C12)C1=NC(=NC=C1)NC1=CC=C(C(=O)NN=CC2=CC(=CC=C2)Cl)C=C1 4-(4-(1H-indol-3-yl)pyrimidin-2-ylamino)-N'-(3-chlorobenzylidene)benzoyl-hydrazine